C1(=CC=CC=C1)N1C2C=CC=CC2C2=C1C=CC=1NC=3C=CC=CC3C21 5-phenyl-4a,5,8,12d-tetrahydroindolo[2,3-c]carbazole